ClC1=CC(=C(COC2=CC=CC(=N2)N[C@H]2CNCC2)C=C1)F (R)-6-((4-chloro-2-fluorobenzyl)oxy)-N-(pyrrolidin-3-yl)pyridin-2-amine